C1(C=2C(C(N1CCCN(CCCN1C(C=3C(C1=O)=CC=CC3)=O)C3CCC3)=O)=CC=CC2)=O N,N-bis(3-phthalimidopropyl)-cyclobutyl-amine